C(#C)[C@@]1([C@@H](O[C@@]([C@H]1O)(CO)CF)N1C(=O)NC(=O)C=C1)O 2'-C-Ethynyl-4'-C-(fluoromethyl)uridine